[Cu].C(=O)(OC(C)(C)C)N[C@@H](CCCCN)C(=O)O (e)-Boc-L-lysine copper